3-chloro-propene ClCC=C